C(C)(C)(C)OC(=O)NC1=C(C2=C(S1)C(=CC=C2C=2C(=C1C=3C(=NC(=NC3C2F)SC)N(CCO1)CC(=O)OC(C)(C)C)Cl)F)C#N tert-butyl 2-(9-(2-((tert-butoxycarbonyl)amino)-3-cyano-7-fluorobenzo[b]thiophen-4-yl)-8-chloro-10-fluoro-2-(methylthio)-5,6-dihydro-4H-[1,4]oxazepino[5,6,7-de]quinazolin-4-yl)acetate